3-({[(1S)-6-[(4-methylphenyl)thio]-1,2,3,4-tetrahydronaphthalen-1-yl]methyl}amino)pyridine-4-carboxylic acid CC1=CC=C(C=C1)SC=1C=C2CCC[C@@H](C2=CC1)CNC=1C=NC=CC1C(=O)O